trans-N-((trans-4-(5-Chloro-6-methoxypyridin-3-yl)cyclohexyl)methyl)-N-(3-(1-cyclopropyl-1H-pyrazol-4-yl)phenyl)-4-hydroxycyclohexanecarboxamide ClC=1C=C(C=NC1OC)[C@@H]1CC[C@H](CC1)CN(C(=O)[C@@H]1CC[C@H](CC1)O)C1=CC(=CC=C1)C=1C=NN(C1)C1CC1